2-[6-(tert-Butoxycarbonylamino)-3-chloropyridazin-4-yl]-4,4-Difluorobut-2-enoic acid methyl ester COC(C(=CC(F)F)C1=C(N=NC(=C1)NC(=O)OC(C)(C)C)Cl)=O